N-(4-((1-acetylpiperidin-4-yl)thio)-3-cyanophenyl)-N-(4-fluorobenzyl)propanesulfonamide C(C)(=O)N1CCC(CC1)SC1=C(C=C(C=C1)N(S(=O)(=O)CCC)CC1=CC=C(C=C1)F)C#N